chloro-4-cyano-2,3-dihydro-1H-inden ClC1CCC2=C(C=CC=C12)C#N